2-hydroxy-7,7-dimethyl-6,7-dihydro-5H-cyclopenta[b]pyridine-4-carboxylic acid OC1=CC(=C2C(=N1)C(CC2)(C)C)C(=O)O